FC1=COC2=C1C=CC(=C2)CC(C)NCC2(COC2)C 1-(3-fluorobenzofuran-6-yl)-N-((3-methyloxetan-3-yl)methyl)propan-2-amine